C(C)OC(C1=CC(=C(C=C1)OCCCCCC)OC)=O 4-Hexyloxy-3-methoxybenzoic acid ethyl ester